[(3aR,4R,6R,6aR)-4-[2-chloro-6-(3-phenyl-1-piperidyl)purin-9-yl]-2,2-dimethyl-3a,4,6,6a-tetrahydrofuro[3,4-d][1,3]dioxol-6-yl]methanol ClC1=NC(=C2N=CN(C2=N1)[C@@H]1O[C@@H]([C@H]2OC(O[C@H]21)(C)C)CO)N2CC(CCC2)C2=CC=CC=C2